COC1=CC=C(C=C1)[C@@H]1OCC[C@@H](O1)CO |r| (+-)-cis-(2-(4-methoxyphenyl)-1,3-dioxan-4-yl)methanol